4-(2-((1-((Benzyloxy)methyl)cyclopropyl)sulfonyl)propan-2-yl)-2,2-dimethyl-1,3-dioxolane C(C1=CC=CC=C1)OCC1(CC1)S(=O)(=O)C(C)(C)C1OC(OC1)(C)C